2-(4-azaspiro[2.4]heptan-4-yl)ethan-1-amine C1CC12N(CCC2)CCN